3-((3,5-bis(trifluoromethyl)phenyl)amino)-5-chlorobenzo[d]isothiazole 1,1-dioxide FC(C=1C=C(C=C(C1)C(F)(F)F)NC1=NS(C2=C1C=C(C=C2)Cl)(=O)=O)(F)F